OC1=C(OC=CC1=O)\C=C\C1=CC=C(C=C1)S(=O)(=O)C (E)-3-hydroxy-2-(4-(methylsulfonyl)styryl)-4H-pyran-4-one